2-(6-{5-chloro-2-[(cyanomethyl)-amino]pyrimidin-4-yl}-1-oxo-2,3-dihydro-1H-isoindol-2-yl)-N-[(1R)-1-(3-methoxyphenyl)-ethyl]acetamide ClC=1C(=NC(=NC1)NCC#N)C1=CC=C2CN(C(C2=C1)=O)CC(=O)N[C@H](C)C1=CC(=CC=C1)OC